C(=O)(O)[C@H](C)[C@@H]1[C@@H](C(N1)=O)[C@H](CO[SiH](C)C)CC(C)C (3S,4S)-4-[(R)-1-carboxyethyl]-3-[(R)-1-isobutyl-dimethylsilyloxyethyl]-2-azetidinone